C(C)(C)(C)OC(=O)N1CC2=CC(=NC=C2CC1)CO 7-(hydroxymethyl)-3,4-dihydro-2,6-naphthyridine-2(1H)-carboxylic acid tert-butyl ester